[Cl-].[Cl-].C1(=CC=C(C=C1)C(=[Zr+2](C1=CC=CC=2C3=CC=CC=C3CC12)C1C=C(C=C1C)C)C1=CC=C(C=C1)C)C Bis(p-tolyl)methylene(3,5-dimethylcyclopentadienyl)(fluorenyl)zirconium dichloride